4-ethoxypyrimidine-5-carboxamide C(C)OC1=NC=NC=C1C(=O)N